4-(3-chloro-4-(trifluoromethoxy)benzyl)pyrrolidine-2-carboxamide ClC=1C=C(CC2CC(NC2)C(=O)N)C=CC1OC(F)(F)F